OC1=CC=C(C=C2C(N(C(S2)=NN=C2C(NC3=CC=C(C=C23)Br)=O)C2=CC(=CC=C2)C(F)(F)F)=O)C=C1 3-(2-(5-(4-hydroxybenzylidene)-3-(3-trifluoromethylphenyl)-4-oxothiazolidin-2-ylidene)hydrazono)-5-bromo-1H-indol-2-one